CC1=C(NCCC(N)N)C=CC=C1C 2,3-dimethyl-diaminopropyl-aniline